FC1=C(C=CC(=C1)N1C(N(C2=NC(=NC=C2C1)NC1CCC(CC1)N1CCCC1)C(C)C)=O)NS(=O)(=O)CC1=CC=C(C=C1)F N-(2-fluoro-4-(1-isopropyl-2-oxo-7-(((1r,4r)-4-(pyrrolidin-1-yl)cyclohexyl)amino)-1,4-dihydropyrimido[4,5-d]pyrimidin-3(2H)-yl)phenyl)-1-(4-fluorophenyl)methanesulfonamide